S1C(=NC2=C1C=CC=C2)N2CCCC2 (R)-1-(benzo[d]thiazol-2-yl)pyrrolidin